1-methylimidazo[4,5-b]pyridine CN1C=NC2=NC=CC=C21